N-[(S)-1-(2,4-difluoro-5-methoxyphenyl)ethyl]-4-[(S)-5-methyl-1,4-diazepan-1-yl]-8-cyclopropyl-6-methyl-1,7-diaza-3-naphthamide FC1=C(C=C(C(=C1)F)OC)[C@H](C)NC(=O)C=1C=NC2=C(N=C(C=C2C1N1CCN[C@H](CC1)C)C)C1CC1